2-(3-Fluoroquinoline-8-yl)acetic acid FC=1C=NC2=C(C=CC=C2C1)CC(=O)O